CN1C=NC(=C1C1=NC=C(C(=C1)OC1CN(C1)C(=O)N1N=CC[C@H]1C=1C=C(C#N)C=C(C1)F)F)C (S)-3-(1-(3-((2-(1,4-dimethyl-1H-imidazol-5-yl)-5-fluoropyridin-4-yl)oxy)azetidine-1-carbonyl)-4,5-dihydro-1H-pyrazol-5-yl)-5-fluorobenzonitrile